ClC=1C(=C2CC(CC2=CC1)NC=1C=CC(=NC1)[C@@H](C(F)(F)F)N(C(=O)C1CNC(NC1)=O)C)F N-((1S)-1-(5-((5-Chloro-4-fluoro-2,3-dihydro-1H-inden-2-yl)amino)pyridin-2-yl)-2,2,2-trifluoroethyl)-N-methyl-2-oxohexahydropyrimidine-5-carboxamide